tert-butyl N-(2-nitro-4-pyrimidin-2-yl-phenyl)carbamate [N+](=O)([O-])C1=C(C=CC(=C1)C1=NC=CC=N1)NC(OC(C)(C)C)=O